CC=1NC2=CC=C(C=C2C1CCCC(=O)O)C 4-(2,5-dimethyl-1H-indol-3-yl)butyric acid